(S)-4-((1-benzylpyrrolidin-3-yl)(methyl)amino)-5-chloro-2-fluoro-N-(thiazol-2-yl)benzenesulfonamide bis(trifluoroacetic acid) salt FC(C(=O)O)(F)F.FC(C(=O)O)(F)F.C(C1=CC=CC=C1)N1C[C@H](CC1)N(C1=CC(=C(C=C1Cl)S(=O)(=O)NC=1SC=CN1)F)C